1-p-toluenesulfonyl-2,3,4,7-tetrahydro-1H-azepine CC1=CC=C(C=C1)S(=O)(=O)N1CCCC=CC1